4-[2-amino-5-[4-[(dimethylamino)methyl]-2-thienyl]-3-pyridinyl]-2-[[(2Z)-4,4,4-trifluoro-1-methyl-2-buten-1-yl]oxy]benzamide NC1=NC=C(C=C1C1=CC(=C(C(=O)N)C=C1)OC(\C=C/C(F)(F)F)C)C=1SC=C(C1)CN(C)C